ClC1=CC=C(C(=N1)C(=O)O)N[C@H](C)C=1C=C(C=C2C(N(C(=NC12)N1CCN(CC1)C(=O)C1CC1)C)=O)C (R)-6-Chloro-3-((1-(2-(4-(cyclopropanecarbonyl)piperazin-1-yl)-3,6-dimethyl-4-oxo-3,4-dihydroquinazolin-8-yl)ethyl)amino)picolinic acid